N-(3-fluoro-4-(4-(tert-butoxycarbonyl)piperazin-1-yl)phenyl)-4-trifluoromethylquinazolin-2-amine FC=1C=C(C=CC1N1CCN(CC1)C(=O)OC(C)(C)C)NC1=NC2=CC=CC=C2C(=N1)C(F)(F)F